FC=1C(=C2C(=NC(=NN2C1)N[C@H]1[C@@H](CN(CC1)C1COC1)F)OC)C=1C=C(C2=C(N(C=N2)CCF)C1)F 6-fluoro-5-(4-fluoro-1-(2-fluoroethyl)-1H-benzo[d]imidazol-6-yl)-N-((3R,4R)-3-fluoro-1-(oxetan-3-yl)piperidin-4-yl)-4-methoxypyrrolo[2,1-f][1,2,4]triazin-2-amine